7-(4-Isopropylphenyl)-5-[(2-methylen-3-oxo-butyl)amino]-2,3-dihydrobenzofuran-4-carbonitril C(C)(C)C1=CC=C(C=C1)C=1C=C(C(=C2CCOC21)C#N)NCC(C(C)=O)=C